ClC=1C(=CC(=C(C1)C=1N(CCN1)CC(=O)O)OCC=1C=NC=C(C1)C#N)OCC=1C(=C(C=CC1)C1=C(C(=CC=C1)OCCCN1CCC(CC1)O)C)C 2-(2-(5-chloro-2-((5-cyanopyridin-3-yl)methoxy)-4-((3'-(3-(4-hydroxypiperidin-1-yl)propoxy)-2,2'-dimethyl-[1,1'-biphenyl]-3-yl)methoxy)phenyl)-4,5-dihydro-1H-imidazol-1-yl)acetic acid